2-chloro-N-(2-(1H-indol-3-yl)ethyl)-7,8-dihydro-6H-pyrimido[5,4-b][1,4]oxazin-4-amine ClC=1N=C(C=2OCCNC2N1)NCCC1=CNC2=CC=CC=C12